OCC=1N=C(SC1)C1=NN=C(O1)C(C)(C)O 2-(5-(4-(hydroxymethyl)thiazol-2-yl)-1,3,4-oxadiazol-2-yl)propan-2-ol